C[Si](=[Hf](C1C2=CC=C(C=C2C=2C=C(C=CC12)C(C)(C)C)C(C)(C)C)C1C=CC=C1)C dimethylsilylene(cyclopentadienyl)(3,6-di-tert-butyl-fluoren-9-yl)hafnium